C(C1=CC=CC=C1)N1N=CC(=C1)C=1C(=CC(N(C1)C)=O)N1N=CC=C1 5-(1-benzyl-1H-pyrazol-4-yl)-1-methyl-4-(1H-pyrazol-1-yl)-pyridin-2(1H)-one